FC1=C(C(=CC=C1)F)C=1C=2C=3CCC=CCC3SC2NC([C@@H](N1)C)=O (5S)-3-(2,6-difluorophenyl)-5-methyl-9-thia-4,7-diazatricyclo[8.5.0.02,8]pentadeca-1(10),2(8),3,12-tetraen-6-one